C(C)(C)(C)OC(=O)N[C@H](C=1N=C2N(N=CC(=C2)CC2C(N(C3(COC3)C2)C(=O)OC(C)(C)C)=O)C1)C1CCC(CC1)(F)F tert-butyl 7-((2-((S)-((tert-butoxycarbonyl)amino)(4,4-difluorocyclohexyl)methyl)imidazo[1,2-b]pyridazin-7-yl)methyl)-6-oxo-2-oxa-5-azaspiro[3.4]octane-5-carboxylate